CC1=CC=CC=C1N2C(=NC3=CC=CC=C3C2=O)C The molecule is a member of the class of quinazolines that is quinazolin-4-one substituted at positions 2 and 3 by methyl and o-tolyl groups respectively. A depressant that increases the activity of the GABA receptors in the brain and nervous system, it is used as a sedative and hypnotic medication. It became popular as a recreational drug and club drug in the late 1960s and 1970s. It has a role as a GABA agonist and a sedative.